C(C1=CC=CC=C1)OC1CC(C1)C=1N=C2C(=CC(=CN2C1)I)C(F)(F)F 2-[3-(benzyloxy)cyclobutyl]-5-iodo-7-(trifluoromethyl)-1,3a-diazaindene